2-(3-chloro-4-fluorophenyl)-2-({4-[(2-imino-2,3-dihydro-1,3-oxazol-3-yl)methyl]-1H-1,3-benzodiazol-2-yl}amino)propyl 2,2-dimethylpropanoate CC(C(=O)OCC(C)(NC1=NC2=C(N1)C=CC=C2CN2C(OC=C2)=N)C2=CC(=C(C=C2)F)Cl)(C)C